CC(CN1N=NC2=C1C=CC(=C2)C2=NOC(=N2)C=2C=NC=CC2C(F)(F)F)(C)O 2-methyl-1-(5-(5-(4-(trifluoromethyl)pyridin-3-yl)-1,2,4-oxadiazol-3-yl)-1H-benzo[d][1,2,3]triazol-1-yl)propan-2-ol